4-bromo-5-chloronaphthalen-2-ol BrC1=CC(=CC2=CC=CC(=C12)Cl)O